3-((2-(2-(Benzyloxy)-4-(difluoromethyl)-6-hydroxybenzoyl)isoindolin-4-yl)amino)dihydrofuran-2(3H)-one C(C1=CC=CC=C1)OC1=C(C(=O)N2CC3=CC=CC(=C3C2)NC2C(OCC2)=O)C(=CC(=C1)C(F)F)O